4-{[1-(3-Chloro-benzenesulfonyl)-4-methoxy-2,3-dihydro-1H-indole-6-carbonyl]-amino}-2-fluoro-benzoic acid ClC=1C=C(C=CC1)S(=O)(=O)N1CCC2=C(C=C(C=C12)C(=O)NC1=CC(=C(C(=O)O)C=C1)F)OC